(S)-tert-Butyl-2-((3-(4-((4-(4-(trifluoromethyl)phenyl)-1H-1,2,3-triazol-1-yl)methyl)phenyl)-1,2,4-oxadiazol-5-yl)methyl)pyrrolidine-1-carboxylate C(C)(C)(C)OC(=O)N1[C@@H](CCC1)CC1=NC(=NO1)C1=CC=C(C=C1)CN1N=NC(=C1)C1=CC=C(C=C1)C(F)(F)F